bis(benzyloxy)(oxo)-λ4-phosphine C(C1=CC=CC=C1)O[P](=O)OCC1=CC=CC=C1